CC1CCC2=CC=CC=C12 1-methyl-2,3-dihydro-1H-indene